5-((S)-1-(3-(1H-pyrazol-1-yl)propanoyl)piperidin-3-yl)-7-(4-(4-(3-chloro-4-(2,6-dioxopiperidin-3-yl)phenethyl)piperazin-1-yl)phenyl)-4-fluoro-N,N-dimethylbenzofuran-2-carboxamide N1(N=CC=C1)CCC(=O)N1C[C@@H](CCC1)C=1C=C(C2=C(C=C(O2)C(=O)N(C)C)C1F)C1=CC=C(C=C1)N1CCN(CC1)CCC1=CC(=C(C=C1)C1C(NC(CC1)=O)=O)Cl